BrC1=CC=C2C(=CN(C2=C1)CC=1C=NC=CC1)CCN(C(OC(C)(C)C)=O)S(N(C)C)(=O)=O tert-butyl (2-(6-bromo-1-(pyridin-3-ylmethyl)-1H-indol-3-yl)ethyl)(N,N-dimethylsulfamoyl)carbamate